NC=1C(N(C=CC1)C1=NC=C(C=C1)N(C)C)=O 3-amino-5'-(N,N-dimethylamino)-2H-[1,2-bipyridin]-2-one